2,6-dihydroxybenzoic acid methyl ester COC(C1=C(C=CC=C1O)O)=O